(morpholinyl)aniline N1(CCOCC1)NC1=CC=CC=C1